6-bromo-1-(4-cyanobenzyl)-4-methyl-2-oxo-N-(spiro[3.3]hept-2-yl)-1,2-dihydro-1,8-naphthyridine-3-carboxamide BrC=1C=C2C(=C(C(N(C2=NC1)CC1=CC=C(C=C1)C#N)=O)C(=O)NC1CC2(C1)CCC2)C